(S)-3-((4-(2-(4-(4-Chlorophenyl)-2,3,9-trimethyl-6H-thieno[3,2-f][1,2,4]triazolo[4,3-a][1,4]diazepin-6-yl)acetamido)butyl)amino)-N-(4,5-dimethylthiazol-2-yl)-2-methylbenzamide ClC1=CC=C(C=C1)C1=N[C@H](C=2N(C3=C1C(=C(S3)C)C)C(=NN2)C)CC(=O)NCCCCNC=2C(=C(C(=O)NC=3SC(=C(N3)C)C)C=CC2)C